4-cetylphenol C(CCCCCCCCCCCCCCC)C1=CC=C(C=C1)O